4-(2,4-difluorobenzyloxy)-3-bromo-1-(5-(2-hydroxyethyl)-2-methylphenyl)-6-methylpyridin-2(1H)-one FC1=C(COC2=C(C(N(C(=C2)C)C2=C(C=CC(=C2)CCO)C)=O)Br)C=CC(=C1)F